N-Isovalerylglycine C(CC(C)C)(=O)NCC(=O)O